S1C(=CC=C1)C=O 2-thiophenecarboxaldehyde